ethyl N-(4-chloropyrimidin-5-yl)carbamate ClC1=NC=NC=C1NC(OCC)=O